((3aR,4R,6R,6aR)-6-(4-aminopyrrolo[2,1-f][1,2,4]triazin-7-yl)-6-cyano-2,2-dimethyltetrahydrofuro[3,4-d][1,3]dioxol-4-yl)methyl cyclobutanecarboxylate C1(CCC1)C(=O)OC[C@H]1O[C@@]([C@@H]2OC(O[C@@H]21)(C)C)(C#N)C2=CC=C1C(=NC=NN12)N